C(C)(C)(C)C=1C=CC(=C(C1)S(=O)(=O)Cl)OC1CC1 5-tert-butyl-2-(cyclopropoxy)benzenesulfonyl chloride